2-(4-(aminomethyl)-2-((7-(3-(aminomethyl)phenyl)-3-(trifluoromethyl)benzofuran-5-yl)methoxy)phenyl)acetic acid NCC1=CC(=C(C=C1)CC(=O)O)OCC=1C=C(C2=C(C(=CO2)C(F)(F)F)C1)C1=CC(=CC=C1)CN